N-(6-chloro-5-fluoropyridin-3-yl)carbamic acid tert-butyl ester C(C)(C)(C)OC(NC=1C=NC(=C(C1)F)Cl)=O